4-(Thiazolo[4,5-b]pyridin-2-yl)morpholine S1C(=NC2=NC=CC=C21)N2CCOCC2